C(CC(O)(C(=O)[O-])CC(=O)[O-])(=O)[O-].[Co+3] cobalt(III) citrate